COC(=O)[C@H]1OC2(O[C@@H]1C1=C(C=CC=C1)I)CCCC2 (2S,3R)-methyl-3-(2-Iodophenyl)-1,4-dioxaspiro[4.4]nonane-2-carboxylate